N-(6-((2-(2,6-dioxopiperidin-3-yl)-1,3-dioxoisoindolin-4-yl)amino)hexyl)acetamide trifluoroacetate FC(C(=O)O)(F)F.O=C1NC(CCC1N1C(C2=CC=CC(=C2C1=O)NCCCCCCNC(C)=O)=O)=O